O1-ethyl O5-methyl 2-[5-cyano-2-(2,4-difluoroanilino)thiazol-4-yl]-2-ethyl-pentanedioate C(#N)C1=C(N=C(S1)NC1=C(C=C(C=C1)F)F)C(C(=O)OCC)(CCC(=O)OC)CC